2-[2-[(1S)-1-methyl-2-[3-(1H-pyrazol-4-yl)-1-tetrahydropyran-2-yl-pyrazolo[3,4-c]pyridin-5-yl]oxy-ethoxy]ethoxy]ethanol C[C@@H](COC=1C=C2C(=CN1)N(N=C2C=2C=NNC2)C2OCCCC2)OCCOCCO